4-([1,2,4]triazolo[1,5-a]pyridin-6-yloxy)-3-chloroaniline N=1C=NN2C1C=CC(=C2)OC2=C(C=C(N)C=C2)Cl